BrC=1C=C2C=C(NC2=CC1)C(=O)NNC(/C=C/C=1CN(C=CC1)CCCCCC)=O (E)-3-(3-(2-(5-bromo-1H-indole-2-carbonyl)hydrazino)-3-oxoprop-1-en-1-yl)-1-hexylpyridine